perhydropurine N1CNC2NCNC2C1